C1(CC1)C(C=1C=CC2=C(N=C(O2)[C@H](C2CCC(CC2)(F)F)NC(OC(C)(C)C)=O)C1F)N1S(O[C@H](C1)C(F)(F)F)=O Tert-butyl ((1S)-(5-(cyclopropyl((5R)-2-oxido-5-(trifluoromethyl)-1,2,3-oxathiazolidin-3-yl)methyl)-4-fluorobenzo[d]oxazol-2-yl)(4,4-difluorocyclohexyl)methyl)-carbamate